C1=C(C=CC2=CC=CC=C12)C1=CC=C(C=C1)C1=CC=C(C=C1)N 4'-(naphthalen-2-yl)-[1,1'-biphenyl]-4-amine